2-((2,4-dichlorophenyl)amino)-3-(3-methylbutanoyl)-7-nitroquinolin-4(1H)-one ClC1=C(C=CC(=C1)Cl)NC=1NC2=CC(=CC=C2C(C1C(CC(C)C)=O)=O)[N+](=O)[O-]